7-methoxy-N-methyl-6-propoxy-1H,2H,3H-cyclopenta[b]quinolin-9-amine COC1=CC=2C(=C3C(=NC2C=C1OCCC)CCC3)NC